C(C)OC=1C=C(C=CC1C=1CCNCC1)NC(C1=CC(=C(C=C1)C=1CCNCC1)F)=O N-[3-ethoxy-4-(1,2,3,6-tetrahydro-pyridin-4-yl)-phenyl]-3-fluoro-4-(1,2,3,6-tetrahydro-pyridin-4-yl)-benzamide